(3R,4R)-4-((4-(3-(((3,3-difluorocyclobutyl)amino)methyl)-8-fluoro-4-isopropylquinolin-6-yl)-5-fluoropyrimidin-2-yl)amino)tetrahydro-2H-pyran-3-ol FC1(CC(C1)NCC=1C=NC2=C(C=C(C=C2C1C(C)C)C1=NC(=NC=C1F)N[C@H]1[C@H](COCC1)O)F)F